[5-(2,4-difluorophenyl)-1,3,4-thiadiazol-2-yl]-[(4R,7S)-4,7-dimethyl-4-(1-methylpyrazol-4-yl)-5,7-dihydrothieno[2,3-c]pyridin-6-yl]methanone FC1=C(C=CC(=C1)F)C1=NN=C(S1)C(=O)N1[C@H](C2=C([C@](C1)(C=1C=NN(C1)C)C)C=CS2)C